9-(4-chloro-2-fluoro-phenyl)-2-(difluoromethyl)-3-methyl-7-[(2S)-2-(1-methylpyrazol-4-yl)morpholino]pyrimido[1,2-b]pyridazin-4-one ClC1=CC(=C(C=C1)C=1C=2N(N=C(C1)N1C[C@@H](OCC1)C=1C=NN(C1)C)C(C(=C(N2)C(F)F)C)=O)F